C1(CC1)C1=C(C=C(CC2CC3(CNC3)C2)C=C1)C 6-(4-Cyclopropyl-3-methylbenzyl)-2-azaspiro[3.3]heptan